2-((1S,4S)-2-oxa-5-azabicyclo[2.2.1]heptan-5-yl)ethanol [C@@H]12OC[C@@H](N(C1)CCO)C2